FC=1C(=NC(=NC1)NC1CCN(CC1)S(=O)(=O)C)C1=C(N=C(S1)C1CC(C1)OC)C(F)(F)F 5-fluoro-4-(2-((1s,3s)-3-methoxycyclobutyl)-4-(trifluoromethyl)thiazol-5-yl)-N-(1-(methylsulfonyl)piperidin-4-yl)pyrimidin-2-amine